C(CC/C=C\\CC(/C=C/C=C\\C/C=C\\CCCC(=O)O)O)CCO The molecule is a DiHETE that is 12-HETE carrying an additional hydroxy substituent at position 20. It has a role as a human xenobiotic metabolite. It is a dihydroxyicosatetraenoic acid and an omega-hydroxy fatty acid. It derives from a (5Z,8Z,10E,14Z)-12-hydroxyicosatetraenoic acid. It is a conjugate acid of a 12,20-DiHETE(1-).